NC1=NC(=CC(=N1)C1=CCC(CC1)C[C@@H](C(=O)O)NC(=O)OC(C)(C)C)O[C@@H](C(F)(F)F)C1=C(C=C(C=C1)Cl)N1N=C(C=C1)C (2S)-3-(4-(2-amino-6-((R)-1-(4-chloro-2-(3-methyl-1H-pyrazole-1-yl)phenyl)-2,2,2-trifluoroethoxy)pyrimidine-4-yl)cyclohex-3-ene-1-yl)-2-((tert-butoxycarbonyl)amino)propionic acid